C(C)(C)(C)OOC(C)(C)OC1=CC=C(C=C1)OC(C)(C)OOC(C)(C)C 1,4-bis[α-(t-butyldioxy)-isopropoxy]benzene